COC1=C(C=CC=C1)SC(C=O)CC1=CC=CC=C1 2-((2-methoxyphenyl)thio)-3-phenylpropionaldehyde